3-((2-fluorophenyl)amino)benzo[d]isothiazole 1,1-dioxide FC1=C(C=CC=C1)NC1=NS(C2=C1C=CC=C2)(=O)=O